C(C)(C)C1(CCC(CC1)O)O 1-isopropylcyclohexane-1,4-diol